methyl 2-((7-((4-cyano-2-fluorobenzyl) oxy)-3,4,10,10a-tetrahydropyrazino[1,2-a]indol-2(1H)-yl) methyl)-1-(((S)-oxetan-2-yl) methyl)-1H-benzo[d]imidazole-6-carboxylate C(#N)C1=CC(=C(COC=2C=CC=3CC4N(C3C2)CCN(C4)CC4=NC2=C(N4C[C@H]4OCC4)C=C(C=C2)C(=O)OC)C=C1)F